5-bromo-N-(3-methoxypropyl)-2-nitroaniline BrC=1C=CC(=C(NCCCOC)C1)[N+](=O)[O-]